4-(bis(9,9-bis(octyloxy)nonyl)amino)butan-1-ol C(CCCCCCC)OC(CCCCCCCCN(CCCCO)CCCCCCCCC(OCCCCCCCC)OCCCCCCCC)OCCCCCCCC